2H-benzimidazole-2-carboxylic acid (4-ethoxyphenyl) amide C(C)OC1=CC=C(C=C1)NC(=O)C1N=C2C(=N1)C=CC=C2